sodium decanoyl sarcosinate N(C)CC(=O)OC(CCCCCCCCC)=O.[Na]